C(C)(=O)N1CC2(C1)CC(C2)OC2=C(C=C(C=C2)C(F)F)NC(=O)N2C[C@](CC2)(C2=NC=NS2)C2=CC(=C(C=C2)C)F |o1:25| (R or S)-N-(2-((2-acetyl-2-azaspiro[3.3]heptan-6-yl)oxy)-5-(difluoromethyl)phenyl)-3-(3-fluoro-4-methylphenyl)-3-(1,2,4-thiadiazol-5-yl)pyrrolidine-1-carboxamide